ethyl (1S*,2R*)-6'-chloro-2',3'-dihydrospiro[cyclopropane-1,1'-indene]-2-carboxylate ClC1=CC=C2CC[C@@]3(C2=C1)[C@@H](C3)C(=O)OCC |o1:7,10|